N1[SiH]=CC=C1 azaSilole